C(C)(C)(C)N1N=C(C=C1NC1=CC(=NC=C1)OCCCC(C)(C)NC(OC(C)(C)C)=O)[C@@H]1C[C@@H](CC1)O[Si](C)(C)C(C)(C)C tert-butyl (5-((4-((1-(tert-butyl)-3-((1S,3R)-3-((tert-butyldimethylsilyl)oxy)cyclopentyl)-1H-pyrazol-5-yl)amino)pyridin-2-yl)oxy)-2-methylpentan-2-yl)carbamate